O1CCN(CC1)C(C[C@H](C(N[C@@H](CCC1=CC=CC=C1)B1OC(C(O1)(C)C)(C)C)=O)NC(OC(C)(C)C)=O)=O tertbutyl ((R)-4-morpholino-1,4-dioxo-1-(((R)-3-phenyl-1-(4,4,5,5-tetramethyl-1,3,2-dioxaborolan-2-yl)propyl)amino) butan-2-yl)carbamate